tert-Butyl N-[2-[6-[4-cyano-2-[[5-(trifluoromethyl)-1,3,4-thiadiazol-2-yl]oxy]phenyl]pyridin-3-yl]ethyl]carbamate C(#N)C1=CC(=C(C=C1)C1=CC=C(C=N1)CCNC(OC(C)(C)C)=O)OC=1SC(=NN1)C(F)(F)F